3-(2,6-Bis(benzyloxy)pyridin-3-yl)-7-(4-(4-chloro-3-methylphenyl)piperidin-1-yl)-1-methyl-1H-indazole C(C1=CC=CC=C1)OC1=NC(=CC=C1C1=NN(C2=C(C=CC=C12)N1CCC(CC1)C1=CC(=C(C=C1)Cl)C)C)OCC1=CC=CC=C1